2-methyl-5-(2-(methylamino)propoxy)benzamide CC1=C(C(=O)N)C=C(C=C1)OCC(C)NC